trimethoxy-3-(N,N-dimethylamino)propylsilane CO[Si](CCCN(C)C)(OC)OC